3-(1-benzyl-5-(3,5-dimethylisoxazol-4-yl)-1H-pyrrolo[2,3-b]pyridin-3-yl)-N-hydroxybenzamide C(C1=CC=CC=C1)N1C=C(C=2C1=NC=C(C2)C=2C(=NOC2C)C)C=2C=C(C(=O)NO)C=CC2